BrC1=NN(C=C1F)CC=1C=C(C=CC1)CCC(=O)OCC Ethyl 3-(3-((3-bromo-4-fluoro-1H-pyrazol-1-yl)methyl)phenyl)propanoate